2-(butylamino)-1-ethanol C(CCC)NCCO